6-[3-(4-fluorophenyl)pyrazin-2-yl]-3-iodo-imidazo[1,2-a]pyridine FC1=CC=C(C=C1)C=1C(=NC=CN1)C=1C=CC=2N(C1)C(=CN2)I